mono-sodium dodecyl phosphate P(=O)(OCCCCCCCCCCCC)([O-])O.[Na+]